7-((2S,5R)-4-(1-(benzo[d]thiazol-2-yl)ethyl)-2,5-diethylpiperazin-1-yl)-4-methyl-2-(tetrahydro-2H-pyran-2-yl)-2,4-dihydro-5H-pyrazolo[4,3-b]pyridin-5-one S1C(=NC2=C1C=CC=C2)C(C)N2C[C@@H](N(C[C@H]2CC)C=2C=1C(N(C(C2)=O)C)=CN(N1)C1OCCCC1)CC